C(=O)(OCC1C2=CC=CC=C2C2=CC=CC=C12)N[C@@H](CC1=C(C(=C(C(=C1F)F)F)F)F)C(=O)O Fmoc-pentafluorophenylalanine